COC(=O)C1=C[C@H]([C@H]([C@@H](C1)O)O)O.ClC=1C(N(N=CC1NC[C@@H]1COCCC1)C1=CC=C(C=C1)N(C1=CC=C(C=C1)O)C)=O 4-chloro-2-[4-(4-hydroxy-N-methyl-anilino)phenyl]-5-[[(3R)-tetrahydropyran-3-yl]methylamino]pyridazin-3-one methyl-(3R,4S,5R)-3,4,5-trihydroxycyclohex-1-ene-1-carboxylate